tert-butyl 2-(difluoromethoxy)-4-[4-(difluoromethoxy)-2-methyl-6-(1-methyltriazol-4-yl)indazol-3-yl]-6-methoxybenzoate FC(OC1=C(C(=O)OC(C)(C)C)C(=CC(=C1)C=1N(N=C2C=C(C=C(C12)OC(F)F)C=1N=NN(C1)C)C)OC)F